C(C)(C)(C)P(C1=C(C(=CC=C1OC)OC)C1=C(C=C(C=C1C(C)C)C(C)C)C(C)C)C(C)(C)C 2-(di-tert-butylphosphino)-3,6-dimethoxy-2',4',6'-tri-iso-propyl-1,1'-biphenyl